FC=1C=C(C=C(C1)OC)C1=CC=C(C=C1)CC=1C(=C(SC1C)C)C(=O)NC1CC2(CC(C2)C(=O)OC)C1 methyl (2R,4R,6R)-6-(4-((3'-fluoro-5'-methoxy-[1,1'-biphenyl]-4-yl)methyl)-2,5-dimethylthiophene-3-carboxamido)spiro[3.3]heptane-2-carboxylate